dihydroxyindolecarboxylate OC1=C2C(=C(NC2=CC=C1)C(=O)[O-])O